trimethyl-(2-methylpyrazolo[4,3-b]pyridin-5-yl)stannane C[Sn](C=1C=CC=2C(N1)=CN(N2)C)(C)C